ClC1=C(C=C(C=C1)F)C1N(C(CC1C(=O)OC)=O)CC1=CC=C(C=C1)OC methyl 2-(2-chloro-5-fluorophenyl)-1-[(4-methoxyphenyl)methyl]-5-oxopyrrolidine-3-carboxylate